P(=O)(OC1=CC=CC=C1)(OC(C1=C(C=C(C=C1C)C)C)=O)[O-].[Na+] sodium phenyl (2,4,6-trimethyl benzoyl) phosphate